1,6-anhydro-β-D-glucofuranose [C@H]12[C@H](O)[C@@H](O)[C@H](O1)[C@H](O)CO2